5-Octyltridec-4-En-1-Ol C(CCCCCCC)C(=CCCCO)CCCCCCCC